C(C)(C)(C)OC(=O)N1CCC(CC1)C=1C=C2C(=NC1OC)SCC=C2 4-(7-methoxy-2H-thiopyrano[2,3-b]pyridin-6-yl)piperidine-1-carboxylic acid tert-butyl ester